5-(2-(trifluoromethoxy)phenyl)-1H-benzo[d]imidazole FC(OC1=C(C=CC=C1)C1=CC2=C(NC=N2)C=C1)(F)F